ClC=1C(=NC(=NC1)NC1=CC(=C(C=C1OC)N1CCC(CC1)N1CCN(CC1)CCC(=O)O)CC)NC1=C(C=C(C=C1)OC)NS(=O)(=O)C 3-[4-[1-[4-[[5-chloro-4-[2-(methanesulfonamido)-4-methoxy-anilino]pyrimidin-2-yl]amino]-2-ethyl-5-methoxy-phenyl]-4-piperidyl]piperazin-1-yl]propanoic acid